CC1=C(N=NC(=C1)C1=C(C=C(C=C1)C(F)(F)F)NS(=O)(=O)C)N[C@H]1CN(CCC1)C(=O)OC(C)(C)C tert-butyl (R)-3-((4-methyl-6-(2-(methylsulfonamido)-4-(trifluoromethyl)phenyl)pyridazin-3-yl)amino)piperidine-1-carboxylate